N-benzyl-quinoline-8-amine C(C1=CC=CC=C1)NC=1C=CC=C2C=CC=NC12